5-phenyl-6-(4-n-propylphenyl)-1H-benzimidazole-carboxylic acid methyl ester COC(=O)C1=NC2=C(N1)C=C(C(=C2)C2=CC=CC=C2)C2=CC=C(C=C2)CCC